FC=1C=C(C=CC1)C1(CC(C1)C(=O)OCC)O ethyl 3-(3-fluorophenyl)-3-hydroxy-cyclobutanecarboxylate